tert-Butyl ((1r,4r)-4-((2-(6-chloro-6'-cyano-2'-fluoro-4-methoxy-3'-(2-methoxyethoxy)-[1,1'-biphenyl]-3-yl)-2-phenylethyl)amino)cyclohexyl)carbamate ClC1=CC(=C(C=C1C1=C(C(=CC=C1C#N)OCCOC)F)C(CNC1CCC(CC1)NC(OC(C)(C)C)=O)C1=CC=CC=C1)OC